ClC1=C(C=CN2C3=C(C=C12)CCN([C@H]3C)C(=O)C3=NC=C(C=N3)OC)Cl (S)-(6,7-dichloro-1-methyl-3,4-dihydropyrido[4,3-b]indolizin-2(1H)-yl)(5-methoxypyrimidin-2-yl)methanone